N-(6-chloro-3-methyl-2,4-dioxo-1-(prop-2-yn-1-yl)-1,2,3,4-tetrahydropyrimidin-5-yl)-3-(p-tolyl)propanamide ClC1=C(C(N(C(N1CC#C)=O)C)=O)NC(CCC1=CC=C(C=C1)C)=O